FC=1C=C(CN2CCN(CC2)C=2N=CC(=NC2)C2=C3C=NC=NC3=CC(=C2)C=2C=NN(C2)C)C=CC1 5-(5-(4-(3-Fluorobenzyl)piperazin-1-yl)pyrazin-2-yl)-7-(1-methyl-1H-pyrazol-4-yl)quinazoline